tert-butyl 2-{2-fluoro-6-[3-(methoxycarbonyl)azetidin-1-yl]pyridin-3-yl}-5-hydroxy-1H-indole-1-carboxylate FC1=NC(=CC=C1C=1N(C2=CC=C(C=C2C1)O)C(=O)OC(C)(C)C)N1CC(C1)C(=O)OC